1-ethyl-trimethyl-imidazole chloride [Cl-].C(C)N1C(=NC(=C1C)C)C